C1(CCCC1)NC(O[C@H]1C[C@H](CC1)C=1NN=C(C1)NC(=O)OCC1=CC=CC=C1)=O (1R,3S)-3-(5-{[(benzyloxy)carbonyl]amino}-2H-pyrazol-3-yl)cyclopentyl N-cyclopentylcarbamate